1-(2-(1-benzyl-5-methyl-1H-pyrazol-4-yl)-2-oxoethyl)-2-oxo-5-vinyl-1,2-dihydropyridine-3-carbonitrile C(C1=CC=CC=C1)N1N=CC(=C1C)C(CN1C(C(=CC(=C1)C=C)C#N)=O)=O